FC=1C=2N(C=C(C1)C1=CNC=3N=C(N=C(C31)OC)NC3C(CCCC3)(O)C)C=CN2 ((5-(8-fluoroimidazo[1,2-a]pyridin-6-yl)-4-methoxy-7H-pyrrolo[2,3-d]pyrimidin-2-yl)amino)-1-methylcyclohexan-1-ol